4-Carboxy-2-(2,2,4,8,10,10-hexamethyl-1,2,3,4,8,9,10,11-octahydropyrano[3,2-g:5,6-g']diquinolin-13-ium-6-yl)benzoate C(=O)(O)C1=CC(=C(C(=O)[O-])C=C1)C1=C2C=C3C(CC(NC3=CC2=[O+]C2=C1C=C1C(CC(NC1=C2)(C)C)C)(C)C)C